C(C)(C)(C)OC(=O)N[C@@H](COCC(=O)OCC)C1=CC=C(C=C1)B1OC(C(O1)(C)C)(C)C ethyl (R)-2-(2-((tert-butoxycarbonyl)amino)-2-(4-(4,4,5,5-tetramethyl-1,3,2-dioxaborolan-2-yl)phenyl)ethoxy)acetate